BrC(CCOCCC(Br)Br)Br bis-dibromopropyl ether